1,3-Bis(3-carboxypropyl)tetramethyldisiloxane C(=O)(O)CCC[Si](O[Si](CCCC(=O)O)(C)C)(C)C